2-iodo-3-(methoxymethyl)imidazo[1,2-a]pyridine-7-carboxylic acid ethyl ester C(C)OC(=O)C1=CC=2N(C=C1)C(=C(N2)I)COC